(3-vinyl-bicyclo[1.1.1]pent-1-yl)carbamic acid tert-butyl ester C(C)(C)(C)OC(NC12CC(C1)(C2)C=C)=O